(1S,3R,5S)-N-((R)-cyclopropyl(2,5-difluoro-4-(trifluoromethyl)phenyl)methyl)-2-((2-(methylsulfonyl)-4-pyridinyl)carbonyl)-2-azabicyclo[3.1.0]hexane-3-carboxamide C1(CC1)[C@@H](NC(=O)[C@@H]1N([C@H]2C[C@H]2C1)C(=O)C1=CC(=NC=C1)S(=O)(=O)C)C1=C(C=C(C(=C1)F)C(F)(F)F)F